Benzyl N-[2-[2-(3-amino-3-oxo-propyl)-2-(2-chloro-2-fluoro-acetyl)hydrazino]-1-(cyclohexylmethyl)-2-oxo-ethyl]carbamate NC(CCN(NC(C(CC1CCCCC1)NC(OCC1=CC=CC=C1)=O)=O)C(C(F)Cl)=O)=O